CC(C=CBr)C 3-methyl-1-bromobutene